N,N,N-trimethyl-N-methoxyethylammonium C[N+](CCOC)(C)C